(5S,7S)-2-[1-(difluoromethyl)cyclopropyl]sulfonyl-7-fluoro-5-phenyl-6,7-dihydro-5H-pyrrolo[1,2-b][1,2,4]triazole FC(C1(CC1)S(=O)(=O)C=1N=C2N(N1)[C@@H](C[C@@H]2F)C2=CC=CC=C2)F